5-chloro-2-(difluoromethoxy)pyridine-3-sulfonyl chloride ClC=1C=C(C(=NC1)OC(F)F)S(=O)(=O)Cl